C1(CC1)OC1=C(C(=NC=C1)OC)C1=CN(C2=NC(=CC=C21)NC(=O)[C@H]2[C@@H](C2)CO)COCC[Si](C)(C)C trans-N-[3-(4-cyclopropoxy-2-methoxypyridin-3-yl)-1-{[2-(trimethylsilyl)ethoxy]methyl}pyrrolo[2,3-b]pyridin-6-yl]-2-(hydroxymethyl)cyclopropane-1-carboxamide